C(C)(C)(C)C1=C(OCC2=NNC(C=C2)=O)C=C(C(=C1)Cl)C 3-[(2-tert-butyl-4-chloro-5-methylphenoxy)methyl]-1H-pyridazin-6-one